5-cyano-N-(3,5-difluorophenyl)-2-(trifluorometh-ylsulfanyl)benzamide C(#N)C=1C=CC(=C(C(=O)NC2=CC(=CC(=C2)F)F)C1)SC(F)(F)F